5-[[4-[[2-(6-methyl-2-pyridyl)pyrimidin-4-yl]amino]pyrimidin-2-yl]amino]thiophene-3-carboxylic acid CC1=CC=CC(=N1)C1=NC=CC(=N1)NC1=NC(=NC=C1)NC1=CC(=CS1)C(=O)O